ClC1=C(C(=CC=C1)F)NC(C1=C(C=C(C(=C1)F)N1N=C(N(C1=O)C)C(C)(C)O)O[C@@H](C)CCC)=O N-(2-chloro-6-fluorophenyl)-5-fluoro-4-[3-(2-hydroxypropan-2-yl)-4-methyl-5-oxo-4,5-dihydro-1H-1,2,4-triazol-1-yl]-2-[(2S)-pent-2-yloxy]benzamide